2-fluoro-5-(2-methyl-1H-imidazol-1-yl)-4-nitrobenzoic acid methyl ester COC(C1=C(C=C(C(=C1)N1C(=NC=C1)C)[N+](=O)[O-])F)=O